C(CCCCCCCCCCCC)OC(C(C)C1=CC(=C(C(=C1)C)O)C(C)(C)C)=O 3-tertiary butyl-4-hydroxy-5-methylphenyl-propionic acid tridecyl ester